ClC1=CC=C(C(=N1)C#N)N[C@H](C)C=1C=C(C=C2C(C(=C(OC12)C1=NC=CC(=C1)F)C)=O)C 6-Chloro-3-[[(1R)-1-[2-(4-fluoro-2-pyridyl)-3,6-dimethyl-4-oxo-chromen-8-yl]ethyl]amino]pyridine-2-carbonitrile